5-chloro-2-(methylsulfonylamino)benzoic acid ClC=1C=CC(=C(C(=O)O)C1)NS(=O)(=O)C